ClC1=NC=C(C(=C1F)C1=C(C=NC(=C1)C)C(=O)NC=1SC(=NN1)OC[C@H]1COCC1)OC 2'-chloro-3'-fluoro-5'-methoxy-6-methyl-N-(5-(((R)-tetrahydrofuran-3-yl)methoxy)-1,3,4-thiadiazol-2-yl)-(4,4'-bipyridine)-3-carboxamide